2-((3-(2-chloro-3-phenylanilino)-1-methylpyrazolo[4,5-b]pyridin-6-ylidene)amino)-3-hydroxybutyric acid ClC1=C(NC=2NN(C=3C2N=CC(C3)=NC(C(=O)O)C(C)O)C)C=CC=C1C1=CC=CC=C1